6-chloro-2,2-difluoro-1,3-benzodioxol ClC=1C=CC2=C(OC(O2)(F)F)C1